[N+3]=O nitrogen(V) oxide